2-(6-(4-(1-(4-chloro-3-fluorophenyl)-6-methoxy-3,3-dimethyl-2,3-dihydro-1H-pyrrolo[3,2-b]pyridine-5-carbonyl)-3,3-dimethylpiperazin-1-yl)pyridin-3-yl)acetic acid ClC1=C(C=C(C=C1)N1CC(C2=NC(=C(C=C21)OC)C(=O)N2C(CN(CC2)C2=CC=C(C=N2)CC(=O)O)(C)C)(C)C)F